C(CCC)C(CO)(CO)CCCCCC 2-butyl-2-hexyl-1,3-propanediol